C1(=CC=CC2=CC=CC=C12)CC(=O)O L-1-naphthylacetic acid